ClC1=C2C(=C(N(C2=CC=C1O)C1=CC=C(C=C1)F)C(COC)(C)C)C1=CC=C(C(=O)O)C=C1 4-[4-chloro-1-(4-fluorophenyl)-5-hydroxy-2-(2-methoxy-1,1-dimethyl-ethyl)indol-3-yl]Benzoic acid